CC1=NC2=CC=CC=C2C(=N1)C1(CC1)C(=O)O 1-(2-methylquinazolin-4-yl)cyclopropane-1-carboxylic acid